2-((1S,2R)-1-(2-cyanophenyl)-1-(1-ethyl-5-methyl-1H-pyrazol-4-yl)propan-2-yl)-5-hydroxy-N-(isoxazol-4-yl)-1-methyl-6-oxo-1,6-dihydropyrimidine-4-carboxamide C(#N)C1=C(C=CC=C1)[C@H]([C@@H](C)C=1N(C(C(=C(N1)C(=O)NC=1C=NOC1)O)=O)C)C=1C=NN(C1C)CC